ethyl 8-cyclopropyl-2-methyl-3-oxo-3,4-dihydroquinoxaline-6-carboxylate C1(CC1)C=1C=C(C=C2NC(C(=NC12)C)=O)C(=O)OCC